4-bromo-3-ethyl-1-methyl-1H-pyrazole BrC=1C(=NN(C1)C)CC